Cl.N1=CC=C2N1C=CC(=N2)C2=NC(=NC=C2)N[C@@H]2C[C@H](CC2)N (1S,3S)-N1-(4-(pyrazolo[1,5-a]pyrimidin-5-yl)pyrimidin-2-yl)cyclopentane-1,3-diamine HCl salt